4-(1-(4-(trifluoromethyl)phenyl)ethoxy)aniline FC(C1=CC=C(C=C1)C(C)OC1=CC=C(N)C=C1)(F)F